C(C)(C)(C)OC(CCOCCOCCOCCOCCNC(CCCCCCCCC)=O)=O 17-oxo-4,7,10,13-tetraoxa-16-azahexacosanoic acid tert-butyl ester